CN1N(C(CC1=O)=O)C 1,2-dimethyl-pyrazolidine-3,5-dione